C1(=CC=CC=C1)CCC(=O)O.C(CCC)NN[C@@H](CCSC)C(=O)NC(\C=C\C1=CC(=C(C=C1)OCC#C)OC)=O (E)-N-(butylaminomethionyl)-3-(3-methoxy-4-(prop-2-yn-1-yloxy)phenyl)acrylamide 3-phenyl-propionate